5-((5-fluoropyridin-2-yl)methoxy)-2-(1-methyl-6-oxo-1,6-dihydropyridazin-3-yl)isoindolin-1-one FC=1C=CC(=NC1)COC=1C=C2CN(C(C2=CC1)=O)C1=NN(C(C=C1)=O)C